BrC1=C(C=C(C(=C1)Br)OC)S(=O)(=O)N[C@@H](C(=O)NC12CCC(CC1)(CC2)F)CCC(C)(F)F (R)-2-((2,4-dibromo-5-methoxyphenyl)sulfonamido)-5,5-difluoro-N-(4-fluorobicyclo[2.2.2]octan-1-yl)hexanamide